2-methyl-6-(pyridin-3-yl)nicotinoyl-hydrazine CC1=C(C(=O)NN)C=CC(=N1)C=1C=NC=CC1